2-methyl-4-(4,4,5,5-tetramethyl-1,3,2-dioxaborolan-2-yl)Phenol CC1=C(C=CC(=C1)B1OC(C(O1)(C)C)(C)C)O